BrC=1C(=C(C(=CC1)F)[C@H]1N([C@@H](CC2=C1NC1=CC=C(C=C21)F)C)C[C@H](C(=O)OC)C)C methyl (R)-3-((1R,3R)-1-(3-bromo-6-fluoro-2-methylphenyl)-6-fluoro-3-methyl-1,3,4,9-tetrahydro-2H-pyrido[3,4-b]indol-2-yl)-2-methylpropanoate